5-bromo-1,4-dihydropyridine-2-carboxylic acid BrC=1CC=C(NC1)C(=O)O